COC=1C(=CC(=C(C1)N1CCC(CC1)OC1CCN(CC1)C(=O)OC(C)(C)C)C=1C=NN(C1)C1OCCCC1)[N+](=O)[O-] tert-Butyl 4-((1-(5-methoxy-4-nitro-2-(1-(tetrahydro-2H-pyran-2-yl)-1H-pyrazol-4-yl)phenyl)piperidin-4-yl)oxy)piperidine-1-carboxylate